(R/S)-(+/-)-aminoindane hydrochloride Cl.N[C@@H]1CCC2=CC=CC=C12 |r|